C(C)(C)(C)OC(=O)N1CCN(CC1)C=1C(=NC=C(C1)CC(C)C)C#N.Cl.C(C(C)C)C=1C=C(C(=NC1)C#N)N1CCNCC1 5-Isobutyl-3-piperazin-1-yl-pyridine-2-carbonitrile hydrochloride tert-Butyl-4-(2-cyano-5-isobutyl-3-pyridyl)piperazine-1-carboxylate